COCC=1N=C2N(N=C(C(=C2C)C)N2CC=3C=C(C=NC3CC2)C=2C=NC(=CC2)C)C(C1)=O 2-(methoxymethyl)-8,9-dimethyl-7-(3-(6-methylpyridin-3-yl)-7,8-dihydro-1,6-naphthyridin-6(5H)-yl)-4H-pyrimido[1,2-b]pyridazin-4-one